O=C1NC(CCC1N1C(C2=CC=C(C=C2C1)CNC(=O)NC1=CC=C(C=C1)O[C@@H]1C[C@H](CC1)CO)=O)=O 1-((2-(2,6-dioxopiperidin-3-yl)-1-oxoisoindolin-5-yl)methyl)-3-(4-(((1S,3S)-3-(hydroxymethyl)cyclopentyl)oxy)phenyl)urea